methyl (tert-butoxycarbonyl)cysteinate C(C)(C)(C)OC(=O)N[C@@H](CS)C(=O)OC